N-(4-(4-amino-7-(1,1,1-trifluoropropan-2-yl)imidazo[5,1-f][1,2,4]triazin-5-yl)benzyl)-5-fluoro-2-methoxybenzamide NC1=NC=NN2C1=C(N=C2C(C(F)(F)F)C)C2=CC=C(CNC(C1=C(C=CC(=C1)F)OC)=O)C=C2